C(C)C1CCCCC1 1-ethyl-cyclohexane